3-(1-(cyclopentylmethyl)-5-methyl-1H-pyrazol-4-yl)-6-(methyl(5-methyl-6-(thiazolo[5,4-b]pyridin-2-ylamino)pyridazin-3-yl)amino)picolinic acid C1(CCCC1)CN1N=CC(=C1C)C=1C(=NC(=CC1)N(C=1N=NC(=C(C1)C)NC=1SC2=NC=CC=C2N1)C)C(=O)O